methyl 4-((tert-butyldimethylsilyl)oxy)-cyclohexane-1-carboxylate [Si](C)(C)(C(C)(C)C)OC1CCC(CC1)C(=O)OC